1-methyl methanesulfonate CS(=O)(=O)OC